2-methylimidazole formate C(=O)O.CC=1NC=CN1